C(C1=CC=CC=C1)N(C(CC(=O)OC)=O)CC1(COCC1)C(=O)OC methyl 3-[(N-benzyl-3-methoxy-3-oxopropanamido)methyl]oxolane-3-carboxylate